tert-Butyl 4-((4-((7-Ethyl-6-oxo-5,6-dihydro-1,5-naphthyridin-3-yl)methyl)piperazin-1-yl)methyl)piperidine-1-carboxylate C(C)C=1C(NC=2C=C(C=NC2C1)CN1CCN(CC1)CC1CCN(CC1)C(=O)OC(C)(C)C)=O